N[C@@H]([C@@H](C)CC)C(=O)OC(CCCCCCCCCCC)=O.[Na] sodium lauroyl isoleucinate